NC1=CC=C(C=C1)C1=CC=2C(C3=CC(=CC=C3C2C=C1)C1=CC=C(C=C1)N)=O 2,7-bis(4-aminophenyl)-9H-fluoren-9-one